3-(3-((2-(3-fluorophenethoxy)pyridin-4-yl)methyl)isoxazol-5-yl)pyridin-2-amine FC=1C=C(CCOC2=NC=CC(=C2)CC2=NOC(=C2)C=2C(=NC=CC2)N)C=CC1